NC=1C(=C2C=NN(C2=C(C1)F)CCOC)N1C[C@H](C[C@H]1CO[Si](C)(C)C(C)(C)C)NC(OC(C)(C)C)=O tert-Butyl ((3S,5S)-1-(5-amino-7-fluoro-1-(2-methoxyethyl)-1H-indazol-4-yl)-5-(((tert-butyldimethylsilyl)oxy)methyl)pyrrolidin-3-yl)carbamate